C(CCCC)OC(C)=O Pentylethanoat